2-(Piperidin-3-yl)ethanol hydrochloride Cl.N1CC(CCC1)CCO